ClC=1C(=C2C=NNC2=C(C1F)NC(C)C#N)C=1C=CC=2N(C1)C=C(N2)NC(=O)[C@H]2[C@H](C2)F (1S,2S)-N-(6-(5-chloro-7-((1-cyanoethyl)amino)-6-fluoro-1H-indazol-4-yl)imidazo[1,2-a]pyridin-2-yl)-2-fluorocyclopropane-1-carboxamide